Cl.FC([C@H]1CNCC1)F 3-(R)-(difluoromethyl)pyrrolidine hydrochloride